mono-n-dodecyl itaconate (lauryl itaconate) C(CCCCCCCCCCC)C=C(C(=O)O)CC(=O)O.C(C(=C)CC(=O)O)(=O)OCCCCCCCCCCCC